3-chloro-5-((phenethyl-imino)methyl)phenyl 4-methylbenzoate CC1=CC=C(C(=O)OC2=CC(=CC(=C2)C=NCCC2=CC=CC=C2)Cl)C=C1